CC1C(C(CC1)C)[Si](OC)(OC)OC 2,5-dimethylcyclopentyltrimethoxysilane